C(C)(=O)N[C@@H](CCCCN)C(=O)O Nα-Acetyl-lysine